CS(=O)(=O)C1=CC=C(C=C1)C1=C(C=CC(=N1)NC(OC(C)(C)C)=O)SC tert-butyl N-[6-(4-methanesulfonylphenyl)-5-(methylsulfanyl)pyridin-2-yl]carbamate